C[C@@H]1CN(C(=CC1)C=1C=C2C(N(CC2=CC1)C1CCN(CC1)C)=O)C(=O)OC(C)(C)C Tert-butyl (3S)-3-methyl-6-[2-(1-methyl-4-piperidyl)-3-oxo-Isoindolin-5-yl]-3,4-dihydro-2H-pyridine-1-carboxylate